C(C1=CC=CC=C1)OC(=O)NCCCC[C@@H](COC1=C(C(=O)OC)C=CC(=C1)C#CCCCCCCCCCC)NC(CN(C(CP(=O)(OCC)OCC)=O)C)=O Methyl (S)-2-((6-(((benzyloxy)carbonyl)amino)-2-(2-(2-(diethoxyphosphoryl)-N-methylacetamido)acetamido)hexyl)oxy)-4-(dodec-1-yn-1-yl)benzoate